C(C1=CC=CC=C1)OC1=C(C=C(C=C1)[N+](=O)[O-])OC 1-(benzyloxy)-2-methoxy-4-nitrobenzene